O1C=CC2=C1C=CC(=C2)S(=O)(=O)N2CCN(CC2)C(C(CCCOC2=CC=C(C=C2)Cl)(C)C)=O 1-(4-(benzofuran-5-ylsulfonyl)piperazin-1-yl)-5-(4-chlorophenoxy)-2,2-dimethylpentan-1-one